(2-furyl)-2-hydroxyacetophenone O1C(=CC=C1)C(C(=O)C1=CC=CC=C1)O